The molecule is a member of the class of cinnamates that is the conjugate base of trans-sinapic acid. It has a role as a plant metabolite. It is a conjugate base of a trans-sinapic acid. COC1=CC(=CC(=C1[O-])OC)/C=C/C(=O)O